C(C)(=O)N1C[C@H](OCCC1)C(=O)N[C@@H](CC1=CC=C(C=C1)C=1C=CC2=C(N(C(O2)=O)C)C1)C#N (2S)-4-acetyl-N-[(1S)-1-cyano-2-[4-(3-methyl-2-oxo-1,3-benzoxazol-5-yl)phenyl]ethyl]-1,4-oxazepane-2-carboxamide